C(C)N(CC)C=1C(=C(C(=O)N2CCN(CC2)C(C2=C(C(=CC=C2)N(CC)CC)O)=O)C=CC1)O bis(diethylaminohydroxybenzoyl)piperazine